(2S)-2-amino-3,3-difluoro-propan-1-ol N[C@@H](CO)C(F)F